ClC1=CC=C(C=C1)NC(=O)C1(CCC1)C=1N=C2CCCN(C2=CC1)C(=O)OC methyl 6-{1-[(4-chlorophenyl)carbamoyl] cyclobutyl}-3,4-dihydro-1,5-naphthyridine-1(2H)-carboxylate